ClC=1C=C(C=CC1C#N)N1CC2(C[C@@H]1C)CCN(CC2)C2=CC=C(C(=O)N1CCC(CC1)N1CCN(CC1)C=1C=CC(=NC1)C(=O)N[C@H]1C(NC(CC1)=O)=O)C=C2 5-(4-(1-(4-((S)-2-(3-Chloro-4-cyanophenyl)-3-methyl-2,8-diazaspiro[4.5]decan-8-yl)benzoyl)piperidin-4-yl)piperazin-1-yl)-N-((R)-2,6-dioxopiperidin-3-yl)-picolinamide